(11aR,12aS)-10-chloro-2,12,12-trimethyl-11,11a,12,12a-tetrahydro-3H-benzo[5,6][1,2]thiazino[2,3-a]indole 5,5-dioxide ClC=1C=2C[C@H]3N(C2C=CC1)S(C=1[C@H](C3(C)C)C=C(CC1)C)(=O)=O